CC(CCCC=CCCCCCC)O 6-tridecene-2-ol